1-((4-ethoxy-3-(1-methyl-7-oxo-3-propyl-6,7-dihydro-1H-pyrazolo[4,3-d]pyrimidin-5-yl)phenyl)sulfonyl)azetidin-3-yl nitrate [N+](=O)(OC1CN(C1)S(=O)(=O)C1=CC(=C(C=C1)OCC)C=1NC(C2=C(N1)C(=NN2C)CCC)=O)[O-]